1-[2-(4-chloro-phenyl)-4,4-dimethyl-cyclohex-1-enylmethyl]-4-(4,4,5,5-tetramethyl-[1,3,2]dioxaborolan-2-yl)-1H-pyrazole ClC1=CC=C(C=C1)C1=C(CCC(C1)(C)C)CN1N=CC(=C1)B1OC(C(O1)(C)C)(C)C